C1(=CC=CC=C1)N(C1=CC=C(C=O)C=C1)C1=CC=CC=C1 4-(diphenylamino)-benzaldehyde